FC(C(=O)O)(F)F.C(C)OC(=O)C=1C(=NNC1)C 3-methyl-1H-pyrazole-4-carboxylic acid ethyl ester trifluoroacetate